2-amino-1-(3-cyano-4-isobutoxy-phenyl)ethanone hydrochloride Cl.NCC(=O)C1=CC(=C(C=C1)OCC(C)C)C#N